3-cyanooxolane C(#N)C1COCC1